N,N-dimethylundecanamine CN(CCCCCCCCCCC)C